4-(4-((1R,4R)-5-(pyridin-2-yl)-2,5-diazabicyclo[2.2.1]heptan-2-yl)quinazolin-6-yl)pyridin-2-amine N1=C(C=CC=C1)N1[C@H]2CN([C@@H](C1)C2)C2=NC=NC1=CC=C(C=C21)C2=CC(=NC=C2)N